BrC1(C2=C(C(=C(C(=C2C=2C(=C(C(=C(C12)[2H])[2H])[2H])[2H])[2H])[2H])[2H])[2H])C1=CC=CC=C1 9-bromo-9-phenyl-9H-fluorene-1,2,3,4,5,6,7,8-d8